[Si](C)(C)(C(C)(C)C)OCCCOC1=CC=C(C=C1)C1=CC=C(NC(C(=O)OC)(C)C)C=C1 methyl 2-[4-[4-[3-[tert-butyl(dimethyl)silyl]oxypropoxy]phenyl]anilino]-2-methyl-propanoate